N-hydroxy-8-(3-((4-oxo-3,4-dihydroquinazolin-2-yl)amino)phenyl)octanamide ONC(CCCCCCCC1=CC(=CC=C1)NC1=NC2=CC=CC=C2C(N1)=O)=O